O[C@@H]1[C@H](O[C@@H]([C@@H]1O)N1C2=NC(=NC(=C2N=C1)NCC1=NC=CC=C1)C=1C=NC=CC1)C(=O)NC (2S,3S,4R,5S)-3,4-dihydroxyl-N-methyl-5-(6-((pyridin-2-ylmethyl)amino)-2-(pyridin-3-yl)-9H-purin-9-yl)tetrahydrofuran-2-carboxamide